ClC1=NC(=C(C(=O)O)C=C1F)OC1=C(C=C(C=C1)F)C 6-chloro-5-fluoro-2-(4-fluoro-2-methylphenoxy)Nicotinic acid